FC1=C(C=C(C=C1C(F)(F)F)N1N=CC2=CC(=C(C=C12)F)N1CCN(CC1)S(=O)(=O)C)O 2-Fluoro-5-(6-fluoro-5-(4-(methylsulfonyl)piperazin-1-yl)-1H-indazol-1-yl)-3-(trifluoromethyl)phenol